2-(4-(3-(1-(5-chloropyrazin-2-yl)piperidin-4-yl)propoxy)-2,6-difluorophenyl)-5-ethyl-1,3,4-oxadiazole ClC=1N=CC(=NC1)N1CCC(CC1)CCCOC1=CC(=C(C(=C1)F)C=1OC(=NN1)CC)F